O=C1N(CC2=CC(=CC=C12)C[C@@H]1[C@H](CCCC1)NCC1CCOCC1)C1C(NC(CC1)=O)=O 3-(1-oxo-5-(((1R,2S)-2-(((tetrahydro-2H-pyran-4-yl)methyl)amino)cyclohexyl)methyl)isoindolin-2-yl)piperidine-2,6-dione